1-((3aR,5R,6R,6aS)-6-Fluoro-2,2-dimethyltetrahydrofuro[2,3-d][1,3]dioxol-5-yl)ethan F[C@@H]1[C@H](O[C@@H]2OC(O[C@@H]21)(C)C)CC